ClC=1C=C(OC2C(C(C2(C)C)NC(=O)C=2C=NC(=NC2)N2CCC(CC2)C(=O)O)(C)C)C=CC1C#N 1-(5-(((1r,3r)-3-(3-chloro-4-cyanophenoxy)-2,2,4,4-tetramethylcyclobutyl)carbamoyl)pyrimidin-2-yl)piperidine-4-carboxylic acid